CC1=C(C=CC=C1C(=O)OC)C1=C(C(=CC=C1)C(=O)OC)C Dimethyl 2,2'-dimethyl-[1,1'-biphenyl]-3,3'-dicarboxylate